hexakis(methyloxy)melamine CON(C1=NC(=NC(=N1)N(OC)OC)N(OC)OC)OC